5-(7-fluoro-1,2,3,4-tetrahydronaphthalen-2-yl)-2-(2-fluorophenyl)-4,5,6,7-tetrahydro-3H-imidazo[4,5-c]pyridine, trifluoroacetic acid salt FC(C(=O)O)(F)F.FC1=CC=C2CCC(CC2=C1)N1CC2=C(CC1)N=C(N2)C2=C(C=CC=C2)F